(R)-5-(4-fluorophenyl)-8-methoxy-3-(2-(methylthio)ethyl)-7-(trifluoromethyl)-2,3,4,5-tetrahydrobenzo[f][1,2,5]thiadiazepine 1,1-dioxide FC1=CC=C(C=C1)N1C[C@H](NS(C2=C1C=C(C(=C2)OC)C(F)(F)F)(=O)=O)CCSC